COC1(CCCC1)N methoxycyclopentan-1-amine